NC1(CC(C(C=C1)C=CC1=CC=CC=C1)(S(=O)(=O)O)S(=O)(=O)O)N.N1(CCNCC1)C=1C(=NC=CN1)C(O)C1=CC=C(C=C1)C(F)(F)F [3-(piperazin-1-yl)pyrazin-2-yl][4-(trifluoromethyl)phenyl]methanol 4,4-diaminostilbene-2,2-disulfonate